C(C=C)ON1C2C=C(CN(C1=O)C2)N2N=C(C=C2)\C(=N/OCCNC(=O)OC(C)(C)C)\C 6-allyloxy-3-(3-[(Z,E)-N-[2-(tert-butoxycarbonylamino)ethoxy]-C-methyl-carbonimidoyl]-pyrazol-1-yl)-1,6-diazabicyclo[3.2.1]oct-3-en-7-one